dihydroxy-3,3',5,5'-tetramethylbiphenyl OC1=C(C=C(C=C1C)C1=CC(=C(C(=C1)C)O)C)C